1-(tert-butyl) 4-((exo)-1,7,7-trimethylbicyclo[2.2.1]heptan-2-yl) 2-methylenesuccinate C=C(C(=O)OC(C)(C)C)CC(=O)OC1C2(CCC(C1)C2(C)C)C